(E)-6-(4-(4-ethylphenyl)but-1-en-1-yl)-5-(18F)fluoro-2,3-dihydro-1H-inden-1-one C(C)C1=CC=C(C=C1)CC/C=C/C1=C(C=C2CCC(C2=C1)=O)[18F]